N1(CCCCC1)C1CCN(CC1)C1=NN=C2N1C1=C(CC(C2)NC(OC(C)(C)C)=O)C=C(C=C1)Cl tert-butyl [1-(1,4'-bipiperidin-1'-yl)-8-chloro-5,6-dihydro-4H-[1,2,4]triazolo[4,3-a][1]benzazepin-5-yl]carbamate